2-(5-bromo-2-cyclopropyl-4-methoxyphenyl)-7-chloro-8-hydroxy-3-(oxazol-5-ylmethyl)benzo[4,5]thieno[2,3-d]pyrimidin-4(3H)-one BrC=1C(=CC(=C(C1)C=1N(C(C2=C(N1)SC1=C2C=CC(=C1O)Cl)=O)CC1=CN=CO1)C1CC1)OC